N-(5-(4-fluorophenyl)quinolin-8-yl)-1-(2,2,2-trifluoroethyl)-1H-imidazol-2-sulfonamide FC1=CC=C(C=C1)C1=C2C=CC=NC2=C(C=C1)NS(=O)(=O)C=1N(C=CN1)CC(F)(F)F